2-[6-(4-fluorophenyl)-2-azaspiro[3.3]heptane-2-carbonyl]-7-oxa-2,5-diazaspiro[3.4]octan-6-one FC1=CC=C(C=C1)C1CC2(CN(C2)C(=O)N2CC3(C2)NC(OC3)=O)C1